tert-butyl 2-(5-bromopyridin-2-ylamino)-2-oxoethylcarbamate BrC=1C=CC(=NC1)NC(CNC(OC(C)(C)C)=O)=O